2-((2S,4S)-1-(but-2-ynoyl)-4-(7-(2-chloro-3-methylphenyl)-6-fluoro-8-methyl-4-(3-oxomorpholino)-1H-[1,2,3]triazolo[4,5-c]quinolin-1-yl)piperidin-2-yl)acetonitrile C(C#CC)(=O)N1[C@@H](C[C@H](CC1)N1N=NC=2C(=NC=3C(=C(C(=CC3C21)C)C2=C(C(=CC=C2)C)Cl)F)N2C(COCC2)=O)CC#N